FC=1C=C(C=C(C1OC1=C2C(=NC=C1)N(C=C2C(F)(F)F)COCC[Si](C)(C)C)F)NC(=O)NCC2(COC2)F 1-(3,5-difluoro-4-{[3-(trifluoromethyl)-1-{[2-(trimethylsilyl)ethoxy]methyl}-1H-pyrrolo[2,3-b]pyridin-4-yl]oxy}phenyl)-3-[(3-fluorooxetan-3-yl)methyl]urea